ethyl-6-fluoro-1H-indazol C(C)N1N=CC2=CC=C(C=C12)F